C1(CC1)CC(=O)NNC(NC)=O 2-cyclopropyl-N-[(methylcarbamoyl)amino]acetamide